C1(CC1)C(=O)N1[C@H]([C@H](CCC1)NS(=O)(=O)C)CO[C@@H]1CC[C@@H](CC1)C N-(cis-1-(cyclopropylcarbonyl)-2-(((cis-4-methylcyclohexyl)oxy)methyl)-piperidin-3-yl)methanesulfonamide